COC=1C=C(C=C(C1)OC)C=1C=C(C(=O)OC)C(=CN1)[N+](=O)[O-] Methyl 2-(3,5-dimethoxyphenyl)-5-nitroisonicotinate